[Na+].N1C=[NH+]C=C1 imidazolium sodium salt